C(C)(C)(C)C1=CC=C(C(=N1)OC1=C(C=C(C=C1C)C)C)C(=O)NS(=O)(=O)C=1C=NC=CC1 6-tert-Butyl-N-(3-pyridylsulfonyl)-2-(2,4,6-trimethylphenoxy)pyridin-3-carboxamid